1-ethyl-4-(3-(trifluoromethyl)but-3-en-1-ynyl)benzene C(C)C1=CC=C(C=C1)C#CC(=C)C(F)(F)F